7-bromo-2-chloro-5H-thiazolo[3,2-a]pyrimidin-5-one BrC=1N=C2N(C(C1)=O)C=C(S2)Cl